C(C)N1C(N(CCC1)CC)=O 1,3-diethyltetrahydro-2-pyrimidinone